4,4'-dihydroxybiphenolitaconic acid di(2-ethylhexyl) ester C(C)C(COC(C(=C)C(C(=O)OCC(CCCC)CC)C=1C(=C(C=CC1O)O)C=1C(=CC=C(C1)O)O)=O)CCCC